ClC1=CC(=CC(=N1)N1CCN(CC1)S(=O)(=O)C1=CC=C(C=C1)NC(C1=CC(=CC=C1)N1CCNCC1)=O)C(F)(F)F N-[4-[4-[6-chloro-4-(trifluoromethyl)-2-pyridyl]piperazin-1-yl]sulfonylphenyl]-3-piperazin-1-yl-benzamide